(2s,4s)-8-(4-cyano-2-fluorophenyl)-N-methyl-6,9-dioxo-5-(4-(trifluoromethyl)benzyl)-5,8-diazaspiro[3.5]nonane-2-carboxamide C(#N)C1=CC(=C(C=C1)N1CC(N(C2(CC(C2)C(=O)NC)C1=O)CC1=CC=C(C=C1)C(F)(F)F)=O)F